N'-(2-methyl-5-trifluoromethyl-4-(3-trimethylsilanylpropoxy)phenyl)-N-ethyl-N-methylformamidine CC1=C(C=C(C(=C1)OCCC[Si](C)(C)C)C(F)(F)F)N=CN(C)CC